(2S)-2-(((2-(3-chlorophenyl)-2,2-difluoro-1-phenylethoxy)carbonyl)amino)-3-(1-ethylcyclopropyl)propionic acid ClC=1C=C(C=CC1)C(C(OC(=O)N[C@H](C(=O)O)CC1(CC1)CC)C1=CC=CC=C1)(F)F